O1C(=CC2=C1C=CC=C2)C(CCC(=O)C2=CC=CC=C2)CC(F)(F)F 4-(benzofuran-2-yl)-6,6,6-trifluoro-1-phenylhexan-1-one